6-chloro-2-(2,6-dichloro-3,5-dimethoxyphenyl)-4-(3-methoxyazetidin-1-yl)pyrido[3,4-d]pyrimidine ClC1=CC2=C(N=C(N=C2N2CC(C2)OC)C2=C(C(=CC(=C2Cl)OC)OC)Cl)C=N1